BrC1=CC=C(OC[C@@H]2COC[C@](O2)(C)COC)C=C1 (2S,6S)-6-((4-bromophenoxy)methyl)-2-(methoxymethyl)-2-methyl-1,4-dioxan